2-bromo-3-chloro-benzaldehyde BrC1=C(C=O)C=CC=C1Cl